BrC=1C(=NC(=NC1)NS(=O)(=O)C1=C(C=CC=C1)Cl)OC N-(5-bromo-4-methoxypyrimidin-2-yl)-2-chlorobenzenesulfonamide